2-(2-benzyloxy-4-bromo-5-fluoro-phenyl)-3,3,3-trifluoro-propanoic acid C(C1=CC=CC=C1)OC1=C(C=C(C(=C1)Br)F)C(C(=O)O)C(F)(F)F